ClC1=C(C(=CC=C1)Cl)N1N=C(C(=C1)NC1=CC=C(C=C1)C1=CC(=CC=C1)F)C(=O)N 1-(2,6-dichlorophenyl)-4-((3'-fluoro-[1,1'-biphenyl]-4-yl)amino)-1H-pyrazole-3-carboxamide